C(C)(C)(C)OC(=O)N1CCN(CC1)C1=C(C=C(C(=C1)OC)CO)F 4-(2-fluoro-4-(hydroxymethyl)-5-methoxyphenyl)piperazine-1-carboxylic acid tert-butyl ester